C(C)(C)(C)C=1C(=CC=C(C(=O)[O-])C1)O 5-t-butyl-4-hydroxybenzoate